4-((6-Chloropyridin-2-yl)oxymethyl)-3-fluorobenzonitrile ClC1=CC=CC(=N1)OCC1=C(C=C(C#N)C=C1)F